(4-(5-methyl-7H-pyrrolo[2,3-d]pyrimidin-4-yl)-3,4-dihydro-2H-1,4-thiazin-6-yl)((3aR,7aR)-octahydro-6H-pyrrolo[2,3-c]pyridin-6-yl)methanone hydrochloride Cl.CC1=CNC=2N=CN=C(C21)N2CCSC(=C2)C(=O)N2C[C@H]1[C@@H](CC2)CCN1